tert-butyl 4-(2-((1-(2-(2,6-dioxopiperidin-3-yl)-1,3-dioxoisoindolin-5-yl)azetidin-3-yl)oxy)ethyl)piperidine-1-carboxylate O=C1NC(CCC1N1C(C2=CC=C(C=C2C1=O)N1CC(C1)OCCC1CCN(CC1)C(=O)OC(C)(C)C)=O)=O